OCN1C(C(CCC1=O)N1C(C2=CC=C(C=C2C1)N1C(N(C(C1)C)C=1C=NC(=CC1)C(F)(F)F)=O)=O)=O 1-(hydroxymethyl)-3-(5-(4-methyl-2-oxo-3-(6-(trifluoromethyl)pyridin-3-yl)imidazolidin-1-yl)-1-oxoisoindolin-2-yl)piperidine-2,6-dione